C(C)(C)(C)OC(=O)N1C(N(C2=C1C=CC=C2)CC2=CC=C(C=C2)CBr)=O 3-(4-(Bromomethyl)benzyl)-2-oxo-2,3-dihydro-1H-benzo[d]imidazole-1-carboxylic acid tert-butyl ester